C(C)(C)(C)OC(=O)NC1=CC=C(C=C1)[C@@H]1NCCC[C@@H]1C(=O)OCC cis-Ethyl 2-(4-((tert-butoxy carbonyl) amino)phenyl)piperidine-3-carboxylate